CC1=CC(=NC(=C1)C)CN1CCOC2=C(C1=O)C=C(C=C2C=2C(=NN(C2)C)C(F)(F)F)CN2C(=NC=C2)CC 4-((4,6-Dimethylpyridin-2-yl)methyl)-7-((2-ethyl-1H-imidazol-1-yl)methyl)-9-(1-methyl-3-(trifluoromethyl)-1H-pyrazol-4-yl)-3,4-dihydrobenzo[f][1,4]oxazepin-5(2H)-one